FC1(CCN(CC1)C1=NC=C(C(=N1)OC1=CC=C(C=C1)OCCOC)F)C(=O)NC1(CN2CCC1CC2)C 4-fluoro-1-(5-fluoro-4-(4-(2-methoxyethoxy)phenoxy)pyrimidin-2-yl)-N-(3-methylquinuclidin-3-yl)piperidine-4-carboxamide